(E)-1-(3-(3-nitrophenyl)acryloyl)piperidine-2-one [N+](=O)([O-])C=1C=C(C=CC1)/C=C/C(=O)N1C(CCCC1)=O